(3-(trifluoromethyl)isoxazol-4-yl)methanone FC(C1=NOC=C1C=O)(F)F